(R)-2-chloro-6-(3-(2-isopropoxyphenoxy)piperidin-1-yl)pyrazine ClC1=NC(=CN=C1)N1C[C@@H](CCC1)OC1=C(C=CC=C1)OC(C)C